8-(6-((2-(3-azabicyclo[3.1.0]hexan-3-yl)ethoxy)methyl)pyridin-3-yl)-7-fluoro-1-isopropyl-3-methyl-1H-imidazo[4,5-c]cinnolin-2(3H)-one C12CN(CC2C1)CCOCC1=CC=C(C=N1)C1=CC=2C3=C(N=NC2C=C1F)N(C(N3C(C)C)=O)C